CC=1C2=C(N3C1CN(CC3)C(CCOCC3NCC3)=O)N=CC(=C2)C(F)(F)F 2-((3-(5-methyl-3-(trifluoromethyl)-8,9-dihydropyrido[3',2':4,5]pyrrolo[1,2-a]pyrazin-7(6H)-yl)-3-oxopropoxy)methyl)azetidin